NC1=NC(=NC(=N1)OC)C 2-Amino-4-methoxy-6-methyl-1,3,5-triazin